COC1=CC=C(C(=O)N2CC(CC2)(C(C(F)(F)F)(O)O)COC2=CC=C(C=C2)C2=CC=C(C=C2)C#N)C=C1 4'-{[1-(4-methoxybenzoyl)-3-(2,2,2-trifluoro-1,1-dihydroxyethyl)pyrrolidin-3-yl]methoxy}-[1,1'-biphenyl]-4-carbonitrile